(2-(difluoromethyl)-5-methylpyridin-3-yl)boronic acid FC(C1=NC=C(C=C1B(O)O)C)F